((7R)-7-Amino-2-azabicyclo[2.2.1]heptan-2-yl)(2-(1-(cyclopropylmethyl)-6-(1-hydroxyethyl)-1H-pyrrolo[2,3-b]pyridin-2-yl)-3-methylpyrazolo[1,5-a]pyridin-6-yl)methanone N[C@H]1C2N(CC1CC2)C(=O)C=2C=CC=1N(C2)N=C(C1C)C1=CC=2C(=NC(=CC2)C(C)O)N1CC1CC1